NC1=NN2C(C=CC(=C2)C=2C(=C(C(=CC2)C2CC2)NC(=O)N2OCC[C@H]2C2=CC=CC=C2)F)=N1 (S)-N-(3-(2-amino-[1,2,4]triazolo[1,5-a]pyridin-6-yl)-6-cyclopropyl-2-fluorophenyl)-3-phenylisoxazolidine-2-carboxamide